NC1=NC2=C(C=3N1N=C(N3)C=3OC=CC3)SC(N2CCN2CCN(CC2)C=2C(=CC(=C(OCC(=O)N)C2)F)F)=O 2-(5-(4-(2-(5-amino-8-(furan-2-yl)-2-oxothiazolo[5,4-e][1,2,4]triazolo[1,5-c]pyrimidin-3(2H)-yl)ethyl)piperazin-1-yl)-2,4-difluorophenoxy)acetamide